5-amino-2-chloro-6-(2,4-difluorophenyl)-N-methylpyrimidine-4-carboxamide NC=1C(=NC(=NC1C1=C(C=C(C=C1)F)F)Cl)C(=O)NC